3-(imidazol-1-yl)benzonitrile N1(C=NC=C1)C=1C=C(C#N)C=CC1